ClC1=C(C=NN(C1=O)C)N[C@@H]1C[C@@H](CN(C1)C)C1=CC=C(C=C1)CN1CCN(CC1)C=1C=C(C=CC1)C1C(NC(CC1)=O)=O 3-[3-[4-[[4-[(3R,5R)-5-[(5-chloro-1-methyl-6-oxo-pyridazin-4-yl)amino]-1-methyl-3-piperidyl]phenyl]methyl]piperazin-1-yl]phenyl]piperidine-2,6-dione